[Si](C1=CC=CC=C1)(C1=CC=CC=C1)(C(C)(C)C)OC[C@H]1N(CC[C@H](C1)C#N)C(=O)OC(C)(C)C tert-Butyl (2S,4R)-2-(((tert-butyldiphenylsilyl)oxy)methyl)-4-cyanopiperidine-1-carboxylate